C(C)OC(COC1=NOC(=C1)[C@H](C(=O)N1[C@@H](C[C@H](C1)O)C(=O)N[C@@H](C)C1=CC=C(C=C1)C=1N(N=CC1)C)C(C)C)OCC (2S,4R)-1-[(2R)-2-[3-(2,2-diethoxyethoxy)isoxazol-5-yl]-3-methyl-butanoyl]-4-hydroxy-N-[(1S)-1-[4-(2-methylpyrazol-3-yl)phenyl]ethyl]pyrrolidine-2-carboxamide